C(C)NC1=NC=CC2=CC=CC=C12 N-ethyl-isoquinoline-1-amine